FC(C(=O)O)(F)F.N[C@H](C(=O)NC=1C=NC(=CC1)Br)C1CCCCC1 (2S)-2-amino-N-(6-bromo-3-pyridyl)-2-cyclohexyl-acetamide 2,2,2-trifluoroacetic acid salt